rac-((1R,2R,5S)-2-(acetoxymethyl)-3-oxabicyclo[3.1.0]hexan-6-yl)boronic acid C(C)(=O)OC[C@H]1[C@@H]2[C@@H]([C@@H]2CO1)B(O)O |&1:7|